FC(CN1C=CC=2C(=NC(=CC21)NC=2SC(=CN2)C)OCC2N(CCC2)C(C=C)=O)F 1-(2-(((1-(2,2-difluoroethyl)-6-((5-methylthiazol-2-yl)amino)-1H-pyrrolo[3,2-c]pyridin-4-yl)oxy)methyl)pyrrolidin-1-yl)prop-2-en-1-one